C(CCCCCCCCCCC)(=O)OC dodecanoic acid, methyl ester